CC(C(=O)Cl)CCCCCCCCC 2-methylundecanoyl chloride